tert-butyl 2-bromo-2-(3,3-dimethyl-1,3-dihydroisobenzofuran-4-yl)acetate BrC(C(=O)OC(C)(C)C)C1=C2C(OCC2=CC=C1)(C)C